ClC1=CC=C(C=C1)C1=NC(C=2C(C3=C1C=C(C=C3)F)=CN(C(C2)=O)C)CC(=O)OCC Ethyl 2-(7-(4-chlorophenyl)-9-fluoro-2-methyl-3-oxo-3,5-dihydro-2H-benzo[c]pyrido[3,4-e]azepin-5-yl)acetate